octahydro-1H-pyrido[3,4-b][1,4]oxazine N1C2C(OCC1)CNCC2